1-(2,7-dichloro-8-fluoropyrido[4,3-d]pyrimidin-4-yl)-3-methylpiperidin ClC=1N=C(C2=C(N1)C(=C(N=C2)Cl)F)N2CC(CCC2)C